(R)-2-(6-(bis(2-methoxyethyl)amino)-5-cyano-3-morpholinopyrazine-2-carboxamido)succinic acid COCCN(C1=C(N=C(C(=N1)C(=O)N[C@@H](C(=O)O)CC(=O)O)N1CCOCC1)C#N)CCOC